C(C)(C)(C)OC(=O)N(CCCCNCCCNC1=NC2=C(C3=CN=CC=C13)C=CC(=C2)C(=O)OC)CC2=CC(=C(C=C2)C2=CC=CC=C2)Cl Methyl 5-({3-[(4-{[(tert-butoxy)carbonyl]({2-chloro-[1,1'-biphenyl]-4-yl}methyl)amino}butyl)amino]propyl}amino)benzo[c]2,6-naphthyridine-8-carboxylate